C(C)(C)(C)OC(=O)N1CC2=CC=CC(=C2C1)B1OC(C(O1)(C)C)(C)C 4-(4,4,5,5-tetramethyl-1,3,2-dioxaborolan-2-yl)isoindoline-2-carboxylic acid tert-butyl ester